N(=[N+]=[N-])CCCCCC(=O)NCCNC1=C2C(N(C(C2=CC=C1)=O)C1C(NC(CC1)=O)=O)=O 6-azido-N-(2-((2-(2,6-dioxopiperidin-3-yl)-1,3-dioxoisoindolin-4-yl)amino)ethyl)hexanamide